FC(C=1C=C(C=CC1C)NC1=NC=C(C(=N1)NN1C(OC2=C1C=CC=C2)=O)C)F (2-(3-(difluoromethyl)-4-methylphenylamino)-5-methylpyrimidin-4-ylamino)benzo[d]oxazol-2(3H)-one